C(CCCCCCCC)(=O)C([C@H](O)[C@@H](O)[C@](O)(COC(CCCCCCCC)=O)C(CCCCCCCC)=O)O 1,4,5-O-trisnonoyl-xylitol